BrC=1C(=C(C=C(C1)Cl)NS(=O)(=O)CCC)F N-(3-bromo-5-chloro-2-fluorophenyl)propane-1-sulfonamide